N,8,8-trimethyl-19-(2-octylcyclopropyl)-10-pentadecyl-N-(prop-2-yn-1-yl)-7,9,11-trioxa-8-silanonadecan-1-amine CN(CCCCCCO[Si](OC(OCCCCCCCCC1C(C1)CCCCCCCC)CCCCCCCCCCCCCCC)(C)C)CC#C